1-Phenyl-2,2-bis(p-tolylselanyl)ethan-1-one C1(=CC=CC=C1)C(C([Se]C1=CC=C(C=C1)C)[Se]C1=CC=C(C=C1)C)=O